S(=O)(=O)(O)C(C(=O)O)(O)C(O)C(=O)O SulfoTartaric acid